C(C=C)(=O)O.C(C=C)(=O)O.C(C=C)(=O)O.CCC n-propane triacrylate